cyclopentyl cis-2-(biphenyl-3-ylmethyl)-3-((methylsulfonyl)amino)pyrrolidine-1-carboxylate C1(=CC(=CC=C1)C[C@@H]1N(CC[C@@H]1NS(=O)(=O)C)C(=O)OC1CCCC1)C1=CC=CC=C1